Hydrogen mesylate S(C)(=O)(=O)O